BrC=1C=C2C(C(N(C2=C(C1)F)C=1C(N(C=CC1)CCCC(=O)O)=O)=O)(C)C 4-(3-(5-bromo-7-fluoro-3,3-dimethyl-2-oxoindolin-1-yl)-2-oxopyridin-1(2H)-yl)butanoic acid